2-Furyl-(dimethyl)phenylsilane O1C(=CC=C1)[Si](C1=CC=CC=C1)(C)C